C(C=C)(=O)O.C(C=C)(=O)O.C=1(C(=CC=CC1)C)C o-Xylene diacrylate